Cl.Cl.Cl.N1C(=O)NC=2NC(=O)NC2C1=O uric acid Tris-HCl